methaneOne C=O